(4-bromopyridin-2-yl)-3-fluoro-4-methylpiperidin-4-ol BrC1=CC(=NC=C1)N1CC(C(CC1)(O)C)F